3-[4-[2-[[4-(4-Hydroxybutoxy)phenyl]methyl]-1H-inden-1-yl]phenyl]-1-phenylprop-2-en-1-one OCCCCOC1=CC=C(C=C1)CC=1C(C2=CC=CC=C2C1)C1=CC=C(C=C1)C=CC(=O)C1=CC=CC=C1